4-[2-amino-5-(3-chlorophenyl)-3-pyridyl]-2-methoxy-phenol NC1=NC=C(C=C1C1=CC(=C(C=C1)O)OC)C1=CC(=CC=C1)Cl